tert-Butyl 7-chloro-3-formyl-1H-indole-1-carboxylate ClC=1C=CC=C2C(=CN(C12)C(=O)OC(C)(C)C)C=O